(R)-6-(2-hydroxy-2-methylpropyl)-2-(1H-pyrazol-4-yl)-4,5,7,8-tetrahydro-3-oxa-1-thia-5a,8-diazabenzo[cd]azulen-9(6H)-one OC(C[C@H]1N2C=3C(=C(SC3C(NC1)=O)C=1C=NNC1)OCC2)(C)C